N(=[N+]=[N-])CC12C[C@H](N(C2C1)C(=O)OC(C)(C)C)C(=O)OCC 2-(tert-butyl) 3-ethyl (3S)-5-(azidomethyl)-2-azabicyclo[3.1.0]hexane-2,3-dicarboxylate